N-((1S)-1-(5-((1,1-dimethyl-2,3-dihydro-1H-inden-2-yl)amino)pyridin-2-yl)-2,2,2-trifluoroethyl)-N-methyl-2-oxopiperidine-4-carboxamide CC1(C(CC2=CC=CC=C12)NC=1C=CC(=NC1)[C@@H](C(F)(F)F)N(C(=O)C1CC(NCC1)=O)C)C